2,4,6-tribromomesitylene BrC1=C(C(=C(C(=C1C)Br)C)Br)C